ClC=1C=C2C(=NC(=NC2=C(C1C1=CC(=CC2=CC=CC=C12)O)F)OC[C@H]1N(CCC1)C)N1CC2(CN(C2)C(C=C)=O)CC1 1-(6-(6-chloro-8-fluoro-7-(3-hydroxynaphthalen-1-yl)-2-(((S)-1-methylpyrrolidin-2-yl)methoxy)quinazolin-4-yl)-2,6-diazaspiro[3.4]octan-2-yl)prop-2-en-1-one